2-{[(tert-butoxy)carbonyl]amino}-2-(oxolan-3-yl)acetic acid C(C)(C)(C)OC(=O)NC(C(=O)O)C1COCC1